N[C@H](C(=O)NN(C(C(F)Cl)=O)CCC(=O)N)CC12CC(C1)C2 3-(2-((S)-2-amino-3-(bicyclo[1.1.1]pentan-1-yl)propionyl)-1-(2-chloro-2-fluoroacetyl)hydrazino)propanamide